tert-butyl 7-(2-chloro-3-(((S)-1-(4-fluoro-3-methoxyphenyl)ethyl)carbamoyl)-6-methoxyquinolin-4-yl)-1,7-diazaspiro[4.4]nonane-1-carboxylate ClC1=NC2=CC=C(C=C2C(=C1C(N[C@@H](C)C1=CC(=C(C=C1)F)OC)=O)N1CC2(CCCN2C(=O)OC(C)(C)C)CC1)OC